(R)-1-isobutyryl-2-benzylproline methyl ester COC([C@]1(N(CCC1)C(C(C)C)=O)CC1=CC=CC=C1)=O